BrC1=CC(=C(C=C1F)NS(=O)(=O)C1=CNC=2C[C@](CCC12)(C(F)(F)F)OC)F (R)-N-(4-bromo-2,5-difluorophenyl)-6-methoxy-6-(trifluoromethyl)-4,5,6,7-tetrahydro-1H-indole-3-sulfonamide